C1(CC1)[C@H](C)NC(=O)C=1NC(=NN1)C=1C=C(C=CC1)C=1OC(=CN1)C(=O)N[C@H](C(=O)OC)C(C)C (S)-Methyl 2-(2-(3-(5-(((S)-1-Cyclopropylethyl)Carbamoyl)-4H-1,2,4-Triazol-3-Yl)Phenyl)Oxazole-5-Carboxamido)-3-Methylbutanoate